The molecule is a chlorocarboxylic acid that is acrylic acid in which one of the hydrogens at position 3 is substituted by chlorine. It is a chlorocarboxylic acid and a monocarboxylic acid. It derives from an acrylic acid. It is a conjugate acid of a 3-chloroacrylate. C(=C/Cl)\\C(=O)O